tert-butyl-4-(2-(3,4-dimethoxyphenyl)-3-methyl-1H-pyrrolo[3,2-b]pyridin-5-yl)-5,6-dihydropyridine-1(2H)-carboxylate C(C)(C)(C)OC(=O)N1CC=C(CC1)C1=CC=C2C(=N1)C(=C(N2)C2=CC(=C(C=C2)OC)OC)C